C12CC(CC2C1)OC1=C(C=C(C=C1F)NC(=O)C=1N=C(OC1CC)N1N=CC=C1)F N-(4-(cis-bicyclo[3.1.0]hex-3-yloxy)-3,5-difluorophenyl)-5-ethyl-2-(1H-pyrazol-1-yl)oxazole-4-carboxamide